ClC=1C=C(C=C(C1)NS(=O)(=O)C)NC(=O)C1=CN(C(=C1)C1=NC=C(C=C1OCC=1C(=NOC1C)C)F)C N-(3-chloro-5-methanesulfonamidophenyl)-5-{3-[(3,5-dimethyl-1,2-oxazol-4-yl)methoxy]-5-fluoropyridin-2-yl}-1-methylpyrrole-3-carboxamide